[Hf].[Fe].NC=1C(=NC=C(N1)N1CCC(CC1)(C)CN)SC1=C2CC(NC2=CC=C1)=O 4-((3-amino-5-(4-(aminomethyl)-4-methylpiperidin-1-yl)pyrazin-2-yl)thio)indolin-2-one iron-hafnium